(1R,3S)-3-(3-((6-(cyclopropylmethoxy)pyrazin-2-yl)amino)-1H-pyrazol-5-yl)cyclopentyl methylcarbamate CNC(O[C@H]1C[C@H](CC1)C1=CC(=NN1)NC1=NC(=CN=C1)OCC1CC1)=O